O=C(CC[C@H]1NC(OC1)=O)N1CC(C1)C=1C=NC(=NC1)C1(CC1)C(F)(F)F (4R)-4-[3-Oxo-3-[3-[2-[1-(trifluoromethyl)cyclopropyl]pyrimidin-5-yl]azetidin-1-yl]propyl]oxazolidin-2-one